O=C1NC2(C(N1)=O)C(CCC2)CC2=C(C=CC(=C2)C=2OC=CC2)S(=O)(=O)N ((2,4-dioxo-1,3-diazaspiro[4.4]nonane-6-yl)methyl)-4-(furan-2-yl)benzenesulfonamide